(S)-N-(4-cyano-3-(trifluoromethyl)phenyl)-2-((S)-3-((4-cyano-3-(trifluoromethyl)phenyl)amino)-2-hydroxy-2-methyl-3-oxopropoxy)-3-(5-fluoro-1H-indol-1-yl)-2-methylpropanamide C(#N)C1=C(C=C(C=C1)NC([C@@](CN1C=CC2=CC(=CC=C12)F)(C)OC[C@](C(=O)NC1=CC(=C(C=C1)C#N)C(F)(F)F)(C)O)=O)C(F)(F)F